ClC1=C(C=C(C=C1)[C@@H]1N(OCC1)C1=CC(=NC=N1)NC=1C(=CC(=C(C1)NC(C=C)=O)N1CCC(CC1)N1[C@@H]2CN([C@H](C1)C2)CC)OC)F N-(5-((6-((R)-3-(4-chloro-3-fluorophenyl)isoxazolidine-2-yl)pyrimidine-4-yl)amino)-2-(4-((1S,4S)-5-ethyl-2,5-diazabicyclo[2.2.1]heptane-2-yl)piperidine-1-yl)-4-methoxyphenyl)acrylamide